O[C@@H]1C[C@@H](CCC1)NC1=NC=C2N=C(N(C2=N1)C1CCC(CC1)C(=O)N)NC1=C(C(=C(C=C1)F)F)F (1S,4s)-4-(2-((1R,3S)-3-hydroxycyclohexylamino)-8-(2,3,4-trifluorophenylamino)-9H-purin-9-yl)cyclohexanecarboxamide